(R)-N-(2-cyclopropylpyrimidin-5-yl)piperidine-2-carboxamide C1(CC1)C1=NC=C(C=N1)NC(=O)[C@@H]1NCCCC1